3-(2-Methylenebutoxy)butyronitrile C=C(COC(CC#N)C)CC